BrC=1C=CC(=NC1)CNC1CCC2=CC=CC=C12 N-((5-bromopyridin-2-yl)methyl)-2,3-dihydro-1H-inden-1-amine